CC1CC(NN1)NC2=NC(=C3C=CC=NC3=C2)NC4C[C@H]5CC[C@@H](C4)N5CCF N5-((1R,3s,5S)-8-(2-fluoroethyl)-8-azabicyclo[3.2.1]octan-3-yl)-N7-(5-methyl-1H-pyrazol-3-yl)-1,6-naphthyridine-5,7-diamine